Cl.C(C)OC(CN)=O aminoacetic acid ethyl ester hydrochloride